CCOC=C(C(=O)OCC)C(=O)OCC diethyl (2-ethoxymethylene)malonate